FC(C1=CC=C(C=C1)C=1N=C(C2=C(N1)C=NC=C2)N2CCN(CC2)C(C=C)=O)(F)F 1-(4-(2-(4-(trifluoromethyl)phenyl)pyrido[3,4-d]pyrimidin-4-yl)piperazin-1-yl)prop-2-en-1-one